C(CCC)CC(C)(C(C(C(=O)O)(C#N)C(C)C)C(=O)O)CCCC.C(C)(C)C(C(=O)OCCCC)(C(C(=O)OCCCC)C(C)C)C#N di-n-butyl 2,3-diisopropyl-2-cyanobutanedioate (dibutyl 2,3-diisopropyl-2-cyanobutanedioate)